C(C1=CC=CC=C1)OC1=CC(NC2=CC=CC=C12)=N 4-(benzyloxy)-2-iminoquinoline